N,N-diethyl-aminopropyl-amine C(C)N(CC)CCCN